(2S,4R)-N-((R)-2-amino-1-(4-(4-methylthiazol-5-yl)phenyl)ethyl)-1-((S)-2-(4-cyclopropyl-1H-1,2,3-triazol-1-yl)-3,3-dimethylbutanoyl)-4-hydroxypyrrolidine-2-carboxamide NC[C@@H](C1=CC=C(C=C1)C1=C(N=CS1)C)NC(=O)[C@H]1N(C[C@@H](C1)O)C([C@H](C(C)(C)C)N1N=NC(=C1)C1CC1)=O